tert-butyl 2-[4-(difluoromethoxy)phenyl]-3-(pyridin-4-yl)-6,7-dihydropyrazolo[1,5-a]pyrazine-5(4H)-carboxylate FC(OC1=CC=C(C=C1)C1=NN2C(CN(CC2)C(=O)OC(C)(C)C)=C1C1=CC=NC=C1)F